FC[C@]1(C(NC(N1)=O)=O)C1=CC=C(C=C1)C(=O)N1CCC(CC1)NC1=NC=C(C=C1)C (R)-5-fluoromethyl-5-{4-[4-(5-methylpyridin-2-ylamino)piperidine-1-carbonyl]phenyl}imidazolidine-2,4-dione